1,1-diethoxy-5-trimethylsiloxy-2-pentyne C(C)OC(C#CCCO[Si](C)(C)C)OCC